C(C1=CC=CC=C1)N[C@@H](C(=O)N1CCN(CC1)C1CCN(CC1)C)CC=1C=C2C=NNC2=C(C1)C (R)-2-(benzylamino)-3-(7-methyl-1H-indazol-5-yl)-1-(4-(1-methylpiperidin-4-yl)piperazin-1-yl)propan-1-one